1,4-naphthoquinonolate C1(C(=CC(C2=CC=CC=C12)=O)[O-])=O